N-[(5S)-1'-(7-bromo-6-methyl-pyrazolo[1,5-a]pyrazin-4-yl)-2-(difluoromethyl)spiro[5,7-dihydro-cyclopenta[B]pyridin-6,4'-piperidin]-5-yl]-2-methyl-propane-2-sulfinamide BrC1=C(N=C(C=2N1N=CC2)N2CCC1(CC2)[C@@H](C=2C(=NC(=CC2)C(F)F)C1)NS(=O)C(C)(C)C)C